C(CCCCCC)(=O)OC(CCCCCC)=O heptanic acid anhydride